(+/-)-[2-{4-[(3-chloro-1H-pyrrolo[2,3-b]pyridin-4-yl)oxy]-3,5-difluoroanilino}-4,5-dihydro-1,3-oxazol-5-yl]methanol ClC1=CNC2=NC=CC(=C21)OC2=C(C=C(NC=1O[C@H](CN1)CO)C=C2F)F |r|